CN(CCCOC(=O)OC(CCOC(CCCCCCCC(CCCCC)CCCCC)=O)CCCCCCCCCCO)C 3-(((3-(dimethylamino)propoxy)carbonyl)oxy)-13-hydroxytridecyl-9-pentyltetradecanoate